C[NH2+]C(C)C N-methyl-isopropyl-ammonium